CN1CC(C1)S(=O)(=O)C1=CC=C(N)C=C1 4-(1-methylazetidine-3-sulfonyl)aniline